(6-{7-[2-(4-cyclopropyl-piperazin-1-yl)-ethoxy]-imidazo[1,2-a]pyridin-3-yl}-pyrimidin-4-yl)-[4-(1-methyl-1H-pyrazol-4-yl)-benzyl]-amine C1(CC1)N1CCN(CC1)CCOC1=CC=2N(C=C1)C(=CN2)C2=CC(=NC=N2)NCC2=CC=C(C=C2)C=2C=NN(C2)C